CN(C=1SC2=C(N=NC(=C2)C2=C(C=C(C=C2)C=2C=NNC2)O)N1)[C@H]1CNCCC1 2-(6-{Methyl-[(3R)-piperidin-3-yl]amino}[1,3]thiazolo[4,5-c]pyridazin-3-yl)-5-(1H-pyrazol-4-yl)phenol